6-(1,1-difluoroethyl)-4-nitro-1,3-dihydroisobenzofuran-1-yl-2,2,2-trifluoroacetic acid FC(C)(F)C1=CC(=C2COC(C2=C1)OC(C(F)(F)F)=O)[N+](=O)[O-]